C(=CC)C1=CC=CC=C1 p-propenyl-benzene